(S)-8-((3S,5R)-4-propenoyl-3,5-dimethylpiperazin-1-yl)-11-(4-fluorophenyl)-3-(3-fluoropyridin-4-yl)-10-(trifluoromethyl)-3,4-dihydro-2H,6H-[1,4]thiazepino[2,3,4-ij]quinazolin-6-one C(C=C)(=O)N1[C@H](CN(C[C@H]1C)C1=NC(N2C3=C(C(=C(C=C13)C(F)(F)F)C1=CC=C(C=C1)F)SC[C@H](C2)C2=C(C=NC=C2)F)=O)C